3-(pyrimidin-2-yloxy)azetidine-1-carboxylic acid tert-butyl ester C(C)(C)(C)OC(=O)N1CC(C1)OC1=NC=CC=N1